disodium sodium salt [Na].[Na].[Na]